ClC1=CC=2C=3C=CC(=CC3N(C(N(C2N=C1)CC)=O)C1=C(C=C(C=C1F)NCCNCCCS(=O)(=O)O)F)C#N 3-({2-[(4-{4-chloro-13-cyano-8-ethyl-9-oxo-6,8,10-triazatricyclo[9.4.0.02,7]pentadeca-1(11),2(7),3,5,12,14-hexaen-10-yl}-3,5-difluorophenyl)amino]ethyl}amino)propane-1-sulfonic acid